NC1=CC=C(C=C1)C=1C(=NC(=NC1)N)N 5-(4-aminophenyl)-2,4-Pyrimidinediamine